N-((6-methyl-4-(methylthio)-2-oxo-1,2-dihydropyridin-3-yl)methyl)-7-(2-(piperidin-1-yl)pyrimidin-5-yl)benzo[d][1,3]dioxole-5-carboxamide CC1=CC(=C(C(N1)=O)CNC(=O)C1=CC2=C(OCO2)C(=C1)C=1C=NC(=NC1)N1CCCCC1)SC